C(C(C)C)(=O)N1[C@@H](CN(CC1)C1=CC(=CC=2N(C(N(C21)CC)=O)C=2SC(=NN2)C(F)F)S(=O)(=O)NC2(COC2)CF)C 4-[(R)-4-isobutyryl-3-methyl-1-piperazinyl]-1-[5-(difluoromethyl)-1,3,4-thiadiazol-2-yl]-3-ethyl-6-[3-(fluoromethyl)-3-oxetanylaminosulfonyl]-1,3-dihydro-1,3-benzimidazol-2-one